CN(C=CC(=O)C1=CC=C(C=C1)F)C 3-(dimethylamino)-1-(4-fluorophenyl)-2-propen-1-one